NC1=C(C=CC=C1)N1C=CC2=CC=CC=C12 1-(2-amino-phenyl)-1H-indole